alpha-ethyl chloroacrylate ClC(C(=O)OCC)=C